ClC1=C(C=C2C=C(N=CC2=C1)NC(=O)C1C(C1)C1OCCCC1)C1CCN(CC1)[C@@]1(COC[C@@H]1O)C N-(7-chloro-6-(1-((3R,4R)-4-hydroxy-3-methyltetrahydrofuran-3-yl)piperidin-4-yl)isoquinolin-3-yl)-2-(tetrahydro-2H-pyran-2-yl)cyclopropane-1-carboxamide